C(C)(C)(C)OC(=O)N1CC(C1)C1=CC2=C(N=NC(=C2)C2=C(C=CC=C2)O)N1.O=C1NC(CCC1NC1=CC=C(C=C1)CC(=O)N1CCC(CC1)NC(C1=NC=CC=C1)=O)=O N-(1-(2-(4-((2,6-dioxopiperidin-3-yl)amino)phenyl)acetyl)piperidin-4-yl)picolinamide tert-butyl-3-[3-(2-hydroxyphenyl)-7H-pyrrolo[2,3-c]pyridazin-6-yl]azetidine-1-carboxylate